7-bromo-2-chloro-4-(4-fluorophenyl)-3-tetrahydropyran-4-yl-quinoline-6-carbaldehyde BrC1=C(C=C2C(=C(C(=NC2=C1)Cl)C1CCOCC1)C1=CC=C(C=C1)F)C=O